4-methyl-1-{1-methyl-2-[4-(methylsulfonyl)piperazin-1-yl]ethyl}-5-({2-[6-(2,2,2-trifluoroethyl)quinazolin-4-yl]-2,7-diazaspiro[3.5]non-7-yl}methyl)-1H-indole-2-carbonitrile CC1=C2C=C(N(C2=CC=C1CN1CCC2(CN(C2)C2=NC=NC3=CC=C(C=C23)CC(F)(F)F)CC1)C(CN1CCN(CC1)S(=O)(=O)C)C)C#N